(6R)-tert-Butyl 2-allyl-3-(1-hydroxybut-3-en-1-yl)-6-methyl-6,7-dihydro-2H-pyrazolo[4,3-c]pyridine-5(4H)-carboxylate C(C=C)N1N=C2C(CN([C@@H](C2)C)C(=O)OC(C)(C)C)=C1C(CC=C)O